(S)-4-((4-(2-(2-(2-hydroxyphenyl)-6a,7,9,10-tetrahydro-5H-pyrazino[1',2':4,5]pyrazino[2,3-c]pyridazin-8(6H)-yl)pyrimidin-5-yl)piperidin-1-yl)methyl)cyclohexanecarboxylic acid OC1=C(C=CC=C1)C=1C=C2C(=NN1)NC[C@@H]1N2CCN(C1)C1=NC=C(C=N1)C1CCN(CC1)CC1CCC(CC1)C(=O)O